(4-hydroxy-2-methylbutan-2-yl)-6-methyl-4-[(1-methylcyclopropyl)amino]furo[2,3-d]pyrimidine-5-carboxamide OCCC(C)(C)C=1N=C(C2=C(N1)OC(=C2C(=O)N)C)NC2(CC2)C